Methyl (S)-3-(1-((1-(7-amino-2-(furan-2-yl)-[1,2,4]triazolo[1,5-a][1,3,5]triazin-5-yl)piperidin-3-yl)methyl)piperidin-4-yl)benzoate NC1=NC(=NC=2N1N=C(N2)C=2OC=CC2)N2C[C@@H](CCC2)CN2CCC(CC2)C=2C=C(C(=O)OC)C=CC2